dimethyl-3,5-pyridinedicarboxylic acid CC1=C(C=C(C(=N1)C)C(=O)O)C(=O)O